CC1(OC=2C=C(C=C(C2[C@H]2[C@H]1CCC(=C2)C)O)CCCCC)C (6aR,10aR)-6,6,9-trimethyl-3-pentyl-6a,7,8,10a-tetrahydro-6H-benzo[c]chromene-1-ol